(R)-N-(1-(3-amino-5-(trifluoromethyl)phenyl)ethyl)-6-(isopropylthio)-2-methyl-7-(pyrrolidin-1-yl)pyrido[2,3-d]pyrimidin-4-amine NC=1C=C(C=C(C1)C(F)(F)F)[C@@H](C)NC=1C2=C(N=C(N1)C)N=C(C(=C2)SC(C)C)N2CCCC2